(E)-6-(2-(6-chloronaphthalen-2-yl)vinyl)quinoline-4-carboxylic acid ClC=1C=C2C=CC(=CC2=CC1)/C=C/C=1C=C2C(=CC=NC2=CC1)C(=O)O